(E)-1-(7-hydroxy-2,2-dimethyl-2,3-dihydrobenzofuran-5-yl)ethanone oxime OC1=CC(=CC=2CC(OC21)(C)C)/C(/C)=N/O